(Z)-5-(4-Methylpyridin-3-yl)-3-(1-((1-(oxetan-3-yl)-1H-pyrazol-4-yl)amino)ethylidene)-1H-pyrrolo[2,3-c]pyridin-2(3H)-one CC1=C(C=NC=C1)C=1C=C/2C(=CN1)NC(\C2=C(\C)/NC=2C=NN(C2)C2COC2)=O